BrCCOC1=C(C=C(C=C1)N1C(N(C(C1(C)C)=O)C1=CC(=C(C#N)C=C1)C(F)(F)F)=S)C1CC1 4-(3-(4-(2-bromoethoxy)-3-cyclopropylphenyl)-4,4-dimethyl-5-oxo-2-thioxoimidazolidin-1-yl)-2-(trifluoromethyl)benzonitrile